(S)-8-(2-amino-6-((R)-1-(3'-(tert-butyl)-5-chloro-[1,1'-biphenyl]-2-yl)-2,2,2-trifluoroethoxy)pyrimidin-4-yl)-2,8-diazaspiro[4.5]decane-3-carboxylic acid NC1=NC(=CC(=N1)N1CCC2(C[C@H](NC2)C(=O)O)CC1)O[C@@H](C(F)(F)F)C1=C(C=C(C=C1)Cl)C1=CC(=CC=C1)C(C)(C)C